O=C1NC(CCC1N1C(C2=CC(=C(C=C2C1)CN1CCC(CC1)N1N=C2C=C(C(=CC2=C1)NC(=O)C1=NC(=CC=C1)C(F)(F)F)C(C)(C)O)F)=O)=O N-(2-(1-((2-(2,6-dioxopiperidin-3-yl)-6-fluoro-1-oxoisoindoline-5-yl)methyl)piperidine-4-yl)-6-(2-hydroxypropan-2-yl)-2H-indazol-5-yl)-6-(trifluoromethyl)pyridine-2-carboxamide